CC1=C(C(=CC=C1)C)NC(=O)NC=1SC2=C(N1)C=CC(=C2)C2=NN(C=N2)C2=CC=C(C=C2)OC(F)(F)F 1-(2,6-dimethylphenyl)-3-[6-[1-[4-(trifluoromethoxy)phenyl]-1,2,4-triazol-3-yl]-1,3-benzothiazol-2-yl]urea